3-(5-methyl-1,3-thiazol-2-yl)-5-{[(3S)-5-oxomorpholin-3-yl]methoxy}-N-{(1R)-1-[2-(trifluoromethyl)pyrimidin-5-yl]ethyl}benzamide CC1=CN=C(S1)C=1C=C(C(=O)N[C@H](C)C=2C=NC(=NC2)C(F)(F)F)C=C(C1)OC[C@H]1NC(COC1)=O